5-((3R,5S)-3,5-dimethylpiperazin-1-yl)-N8-(8-fluoro-2-methylimidazo[1,2-a]pyridin-6-yl)-1,6-naphthyridine-3,8-dicarboxamide 2,2,2-trifluoroacetate FC(C(=O)O)(F)F.C[C@@H]1CN(C[C@@H](N1)C)C1=C2C=C(C=NC2=C(C=N1)C(=O)NC=1C=C(C=2N(C1)C=C(N2)C)F)C(=O)N